FC(C1CCN(CC1)C1=NC=C(C=N1)NC1CC2(CC(C2)C(=O)NN)C1)(F)F 6-((2-(4-(trifluoromethyl)piperidin-1-yl)pyrimidin-5-yl)amino)spiro[3.3]heptane-2-carbohydrazide